tert-Butylmethyl(2-((3-(pyridin-2-yl)-1,2,4-thiadiazol-5-yl)amino) (trifluoromethyl)pyridin-3-yl)carbamate C(C)(C)(C)OC(N(C=1C(=NC=CC1C(F)(F)F)NC1=NC(=NS1)C1=NC=CC=C1)C)=O